BrC=1C=C(C(=O)NC2=C(C=CC=C2)C2=CC=CC3=CC=CC=C23)C=CC1 3-bromo-N-(2-(naphthalen-1-yl)phenyl)benzamide